ClC=1C=C(C=CC1F)C(C=1NC(=C(N1)S(=O)(=O)C)C)OCC1CC1 2-((3-chloro-4-fluorophenyl)(cyclopropylmethoxy)methyl)-5-methyl-4-(methylsulfonyl)-1H-imidazole